C1(CC1)N1C(C(=CC=C1)NC(=O)C1=CC2=CN(N=C2C=C1OC(C)C)C1CCC(CC1)CN1CC(CCC1)C1=CC=C(C=C1)OC1C(NC(CC1)=O)=O)=O N-(1-cyclopropyl-2-oxo-1,2-dihydropyridin-3-yl)-2-((1r,4r)-4-((3-(4-((2,6-dioxopiperidin-3-yl)oxy)phenyl)piperidin-1-yl)methyl)cyclohexyl)-6-isopropoxy-2H-indazole-5-carboxamide